5-(2-ethoxyphenyl)-1,3,3,5,7-pentamethyloctahydrobenzo[c]isoxazole C(C)OC1=C(C=CC=C1)C1(CC2C(N(OC2(C)C)C)C(C1)C)C